N-(5-(3-benzyl-1-((1r,4r)-4-((5-cyanopyridin-2-yl)amino)cyclohexyl)ureido)-2-(1-methyl-6-oxo-1,6-dihydropyridin-3-yl)phenyl)acrylamide C(C1=CC=CC=C1)NC(N(C1CCC(CC1)NC1=NC=C(C=C1)C#N)C=1C=CC(=C(C1)NC(C=C)=O)C1=CN(C(C=C1)=O)C)=O